N1CCC(CC1)N1CCN(CC1)C1=CC=C(C=C1)C1C(NC(CC1)=O)=O 3-[4-[4-(4-piperidyl)piperazin-1-yl]phenyl]piperidine-2,6-dione